CC(CC[C@@H]1COC2=CC(=NC(NS(C=3C=CC=C(C(N1)=O)C3)(=O)=O)=N2)C2=C(C=CC=C2C)C)(C)C (11R)-11-(3,3-dimethylbutyl)-6-(2,6-dimethylphenyl)-2,2-dioxo-9-oxa-2λ6-thia-3,5,12,19-tetrazatricyclo[12.3.1.14,8]nonadeca-1(18),4(19),5,7,14,16-hexaen-13-one